1-(6-(4-(2-amino-3-nitropyridin-4-yl)-1H-pyrazol-1-yl)pyridin-3-yl)-2,2,2-trifluoro-1-(piperidin-4-yl)ethanol NC1=NC=CC(=C1[N+](=O)[O-])C=1C=NN(C1)C1=CC=C(C=N1)C(C(F)(F)F)(O)C1CCNCC1